(E)-1-(5-bromo-3-methoxy-2H-pyrrol-2-ylidene)-N,N-dimethylmethanamine BrC=1C=C(/C(/N1)=C\N(C)C)OC